1-(3,4,5-trimethoxyphenyl)butan-2-one ethyl-(2R)-5-hydroxy-2-methyl-1-[(1S)-1-phenylethyl]-3,6-dihydro-2H-pyridine-4-carboxylate C(C)OC(=O)C=1C[C@H](N(CC1O)[C@@H](C)C1=CC=CC=C1)C.COC=1C=C(C=C(C1OC)OC)CC(CC)=O